(piperazin-1-yl)methanone hydrochloride Cl.N1(CCNCC1)C=O